C(#N)/C(/C(=O)NC1=NC=C(C(=N1)C(F)(F)F)CCC1=CC=CC=C1)=C(\C=1C=NOC1C)/O (Z)-2-cyano-3-hydroxy-3-(5-methylisoxazol-4-yl)-N-(5-phenethyl-4-(trifluoromethyl)pyrimidin-2-yl)acrylamide